C(NC1C(CCCC1)CCCCCC)NC1C(CCCC1)CCCCCC methylenebis(2-(n-hexyl)cyclohexylamine)